C(=O)C(N)C=O α-formylglycinealdehyde